2,4-diphenyl-6-[3-(4,4,5,5-tetramethyl-1,3,2-dioxaborolan-2-yl)phenyl]-1,3,5-Triazine C1(=CC=CC=C1)C1=NC(=NC(=N1)C1=CC=CC=C1)C1=CC(=CC=C1)B1OC(C(O1)(C)C)(C)C